(R)-2-((2-((2,4-dimethoxybenzyl)amino)-7-(1'-methyl-1',2',3',6'-tetrahydro-[2,4'-bipyridin]-5-yl)pyrido[3,2-d]pyrimidin-4-yl)amino)-2-methylhexan-1-ol COC1=C(CNC=2N=C(C3=C(N2)C=C(C=N3)C=3C=CC(=NC3)C=3CCN(CC3)C)N[C@@](CO)(CCCC)C)C=CC(=C1)OC